6-(1-(1-(1-acryloylazetidine-3-carbonyl)piperidin-4-yl)-3-methyl-1H-pyrazol-4-yl)-4-methoxypyrazolo[1,5-a]pyridine-3-carbonitrile C(C=C)(=O)N1CC(C1)C(=O)N1CCC(CC1)N1N=C(C(=C1)C=1C=C(C=2N(C1)N=CC2C#N)OC)C